ClC1=C(C=CC=C1)C1=CC(OC2=CC(=CC=C12)O[C@@H](C(N1CC2CCC(C1)N2C2=CC=NC=C2)=C=O)C)=O 4-(2-chlorophenyl)-7-(((2R)-1-carbonyl-1-(8-(pyridin-4-yl)-3,8-diazabicyclo[3.2.1]oct-3-yl)propan-2-yl)oxy)-2H-chromen-2-one